C[S+](CC[C@@H](NC(CCCCCCCCC)=O)C(=O)O)C S-methyl-N-decanoyl-D-methionine